Cl.NC1=C2N(C(N(C2=NC=N1)[C@H]1[C@H](CN(CC1)CCC1CCNCC1)F)=O)C1=CC=C(C=C1)OC1=CC=CC=C1 |o1:11,12| Rel-6-amino-9-[(3S,4R)-3-fluoro-1-[2-(piperidin-4-yl)ethyl]piperidin-4-yl]-7-(4-phenoxyphenyl)purin-8-one hydrochloride